4,5-dihydroxy-2,6-dimethoxy-9,10-dihydrophenanthrene OC1=CC(=CC=2CCC3=CC=C(C(=C3C12)O)OC)OC